BrC1=CC=C2C=3C(C4=C(C(C3NC2=C1)(C)C)C=C(C(=C4)CC)N4CCN(CC4)C)=O 3-bromo-9-ethyl-6,6-dimethyl-8-(4-methylpiperazin-1-yl)-5,6-dihydro-11H-benzo[b]carbazol-11-one